(Z)-4-((5-fluoro-2-methyl-3-((2-(pyridin-3-yl)acetamido)methyl)-1H-inden-1-ylidene)methyl)-2,6-dimethoxyphenyl [1,4'-bipiperidine]-1'-carboxylate N1(CCCCC1)C1CCN(CC1)C(=O)OC1=C(C=C(C=C1OC)\C=C/1\C(=C(C2=CC(=CC=C12)F)CNC(CC=1C=NC=CC1)=O)C)OC